1-(4-(5-(trifluoromethyl)-1,2,4-oxadiazol-3-yl)phenyl)-2-((4-(trifluoromethyl)phenyl)amino)ethan-1-one FC(C1=NC(=NO1)C1=CC=C(C=C1)C(CNC1=CC=C(C=C1)C(F)(F)F)=O)(F)F